(R)-3-methyl-3-(5-(3-((4-(trifluoromethyl)phenyl)amino)pyridin-2-yl)-1,3,4-oxadiazol-2-yl)pyrrolidin-2-one C[C@]1(C(NCC1)=O)C=1OC(=NN1)C1=NC=CC=C1NC1=CC=C(C=C1)C(F)(F)F